C(C)C(C(=O)OOC(C)CCC(C)OOC(C(CCCC)CC)=O)CCCC 2,5-di(2-ethylhexanoylperoxy)hexane